O=C1NC(CCC1N(C(C1=CC=C(C=C1)N1CCC(CC1)C=O)=O)C)=O N-(2,6-dioxopiperidin-3-yl)-4-(4-formylpiperidin-1-yl)-N-methylbenzamide